CO[C@H]1C[C@@]2(CC(CN2C1)=C)C(=O)OC methyl (2S,7aS)-2-methoxy-6-methylenetetrahydro-1H-pyrrolizine-7a(5H)-carboxylate